(1R,2S)-2-(benzyloxycarbonylamino)cyclobutanecarboxylic acid C(C1=CC=CC=C1)OC(=O)N[C@@H]1[C@@H](CC1)C(=O)O